3-(3-methyl-1-oxo-2-((2-oxo-2,3-dihydrobenzo[d]oxazol-6-yl)methyl)isoindolin-5-yl)propenamide CC1N(C(C2=CC=C(C=C12)C=CC(=O)N)=O)CC1=CC2=C(NC(O2)=O)C=C1